NC=1C=C(C=NC1)C1=CC(=C(C(=O)O)C=C1)O 4-(5-aminopyridine-3-yl)2-hydroxybenzoic acid